CN1C[C@H]2N(C3=C1C=C(C=N3)C(F)(F)F)CCNC2 (S)-5-methyl-3-(trifluoromethyl)-5,6,6a,7,9,10-hexahydro-8H-pyrazino[1,2-a]pyrido[3,2-e]pyrazin